1-{4-[(2R)-2,3-dihydro-1,4-benzodioxin-2-yl]benzyl}piperidin-4-ol O1[C@@H](COC2=C1C=CC=C2)C2=CC=C(CN1CCC(CC1)O)C=C2